phosphoric acid, potassium salt [K+].P([O-])([O-])([O-])=O.[K+].[K+]